BrC=1C=C(C=C(C1)OCC1CC1)SC (3-bromo-5-(cyclopropylmethoxy)phenyl)(methyl)sulfane